C(C)(C)(C)OOC(C=1C(C(=O)OOC(C)(C)C)=CC=CC1)=O di-t-butyl-diperoxyphthalate